2-(6-(4-(4-(3-((2,6-dioxopiperidin-3-yl)amino)benzyl)piperazin-1-yl)piperidin-1-yl)-1-oxoisoindolin-2-yl)-2-(5-fluoro-2-hydroxyphenyl)-N-(thiazol-2-yl)acetamide O=C1NC(CCC1NC=1C=C(CN2CCN(CC2)C2CCN(CC2)C2=CC=C3CN(C(C3=C2)=O)C(C(=O)NC=2SC=CN2)C2=C(C=CC(=C2)F)O)C=CC1)=O